(Z)-3-(3-(4-amino-2-fluorobut-2-enylsulfonyl)phenoxy)-N,N-dimethylbenzene-sulfonamide NC\C=C(\CS(=O)(=O)C=1C=C(OC=2C=C(C=CC2)S(=O)(=O)N(C)C)C=CC1)/F